N-benzyloxycarbonyl-L-glutaminyl-glycine C(C1=CC=CC=C1)OC(=O)N[C@@H](CCC(N)=O)C(=O)NCC(=O)O